(±)-2-(2-(7-(3-(Aminomethyl)phenyl)-4-fluorobenzofuran-5-yl)-4-methyl-3,4-dihydro-2H-benzo[b][1,4]oxazin-8-yl)acetic acid ethyl ester C(C)OC(CC1=CC=CC2=C1O[C@@H](CN2C)C=2C=C(C1=C(C=CO1)C2F)C2=CC(=CC=C2)CN)=O |r|